NCC=1C=C2CN(C(C2=CC1)=O)C1CNCCC1 3-(5-(Aminomethyl)-1-oxoisoindolin-2-yl)piperidine